3-((2-chloro-4-methylphenoxy)methyl)benzonitrile ClC1=C(OCC=2C=C(C#N)C=CC2)C=CC(=C1)C